4-Methoxy-2-(oxetan-3-yl)-6,7-dihydro-5H-pyrrolo[3,4-d]pyrimidine 2,2,2-trifluoroacetate FC(C(=O)O)(F)F.COC=1C2=C(N=C(N1)C1COC1)CNC2